FC=1C=C2C3=C(NC2=C(C1)NC)N=C(N=C3N3CCC3)OC=3C=NC=1N(C3)N=CC1 1-(6-fluoro-8-(methylamino)-2-(pyrazolo[1,5-a]pyrimidin-6-yloxy)-9H-pyrimido[4,5-b]indol-4-yl)azetidin